C(#N)C=1C(N(C2=CC=C(C=C2C1N1CCC(CC1)C=1OC2=C(N1)C=C(C=C2)C)C(=O)OC)C)=O methyl 3-cyano-1-methyl-4-[4-(5-methyl-1,3-benzoxazol-2-yl)piperidin-1-yl]-2-oxo-1,2-dihydroquinoline-6-carboxylate